C(C(C)C)OC(C(C(C(=O)OCC(C)C)C)CCC(F)(F)F)=O Diisobutyl-2-(3,3,3-trifluoropropyl)-3-methylsuccinat